N[C@@H](CNC(C)C1=CC(=NC=C1)NC([C@H](C1CCC(CC1)(F)F)NC(OC(C)(C)C)=O)=O)C(F)(F)F Tert-butyl ((1S)-2-((4-(1-(((S)-2-amino-3,3,3-trifluoropropyl)amino)ethyl)pyridin-2-yl)amino)-1-(4,4-difluorocyclohexyl)-2-oxoethyl)carbamate